ClCC=1N=NN(C1C1COC1)C 4-(Chloromethyl)-1-methyl-5-(oxetan-3-yl)-1H-1,2,3-triazole